(S)-2-(2-((5-(1-aminoisoquinolin-5-yl)-1-(1-(ethoxycarbonyl)pyrrolidin-3-yl)-1H-indazol-3-yl)methoxy)-6-cyclopropylphenyl)acetic acid NC1=NC=CC2=C(C=CC=C12)C=1C=C2C(=NN(C2=CC1)[C@@H]1CN(CC1)C(=O)OCC)COC1=C(C(=CC=C1)C1CC1)CC(=O)O